CC1=CC=C(C=C1)C(C(=O)O)C 2-(4-methylphenyl)propionic acid